O[C@H](CO)C1=CC=CC(=N1)C1=CC2=C(N(CCN(C2)CC(=O)N)C2=CC=C(C=C2)C(F)(F)F)C=C1 (S)-2-(7-(6-(1,2-Dihydroxyethyl)pyridin-2-yl)-1-(4-(trifluoromethyl)phenyl)-1,2,3,5-tetrahydro-4H-benzo[e][1,4]diazepin-4-yl)acetamid